C(C1=CC=CC=C1)N1C[C@H](NCC1)CCC1=C(C=NC=C1F)Br (R)-1-benzyl-3-(2-(3-bromo-5-fluoropyridin-4-yl)ethyl)piperazine